behenyl-erucic acid C(CCCCCCCCCCCCCCCCCCCCC)C(C(=O)O)CCCCCCCCCC\C=C/CCCCCCCC